C(C)(C)(C)OC(=O)N1CCC(=CC1)C1=CC=C(C(=O)NC2=CC(=C(C=C2)N2CCN(CC2)C(=O)OC(C)(C)C)C)C=C1 tert-butyl 4-(4-(4-(1-(tert-butoxycarbonyl)-1,2,3,6-tetrahydropyridin-4-yl)benzamido)-2-methylphenyl)piperazine-1-carboxylate